ClC=1N=CC2=C(N1)N(CC=C2C)C2CCCC2 2-chloro-8-cyclopentyl-5-methylpyrido[2,3-D]pyrimidine